C1(CC1)C1=NC2=C(N1CC1=CC=C(C=C1)OC(F)(F)F)C=CC(=C2)C(=O)NCC2=CC=C(C=C2)S(=O)(=O)CC 2-cyclopropyl-N-(4-(ethylsulfonyl)benzyl)-1-(4-(trifluoromethoxy)benzyl)-1H-benzo[d]imidazole-5-carboxamide